ClC=1C=CC(=NC1)CN1N=C2N([C@@H](CCC2)C(=O)N2CC(CC2)(F)F)C1=O (5S)-2-[(5-Chloropyridin-2-yl)methyl]-5-[(3,3-difluoropyrrolidin-1-yl)carbonyl]-5,6,7,8-tetrahydro[1,2,4]triazolo[4,3-a]pyridin-3(2H)-on